N-[4-[4-[1-(Azetidin-3-ylmethyl)Piperidine-4-Carbonyl]Piperazine-1-Carbonyl]-3-Chloro-Phenyl]-1-Methyl-5-[1-Pyrimidin-2-yl-3-(Trifluoromethyl)Pyrazol-4-yl]Imidazole-2-Carboxamide N1CC(C1)CN1CCC(CC1)C(=O)N1CCN(CC1)C(=O)C1=C(C=C(C=C1)NC(=O)C=1N(C(=CN1)C=1C(=NN(C1)C1=NC=CC=N1)C(F)(F)F)C)Cl